N=1C=2N(NC1C(=O)O)C=CC2.ClC=2C(=C1C(=NC2C)CN(C1)C(=O)[C@H]1CN(CC1)C1=NC=C(N=C1)C)C (3-Chloro-2,4-dimethyl-5,7-dihydropyrrolo[3,4-b]pyridin-6-yl)-[(3R)-1-(5-methylpyrazin-2-yl)pyrrolidin-3-yl]methanon pyrrolo[1,2-b][1,2,4]triazole-2-carboxylate